ClC1=C(C(=CC=C1)Cl)C=1N=C2C=3C=C(C=NC3C=CN2C1CO)C=1C=NN(C1)CCS(=O)(=O)C (2-(2,6-Dichlorophenyl)-9-(1-(2-(methylsulfonyl)ethyl)-1H-pyrazol-4-yl)imidazo[2,1-f][1,6]naphthyridin-3-yl)methanol